[Si](C)(C)(C(C)(C)C)OCCC[C@H](C(=O)O)CC1=CC(=C(C=C1)Cl)F (S)-5-((tert-Butyldimethylsilyl)oxy)-2-(4-chloro-3-fluorobenzyl)pentanoic acid